ClC1=CC(=CC2=C1C(OC(N2)=O)=O)Cl 5,7-dichloro-1H-3,1-benzoxazine-2,4-dione